7-[(3R,4R)-3,4-dihydroxypyrrolidin-1-yl]-6-fluoro-4-oxo-1-(2,4,6-trifluorophenyl)-N-(2,3,3-trimethylbut-2-yl)-1,4-dihydro-1,8-naphthyridine-3-carboxamide O[C@@H]1CN(C[C@H]1O)C1=C(C=C2C(C(=CN(C2=N1)C1=C(C=C(C=C1F)F)F)C(=O)NC(C)(C(C)(C)C)C)=O)F